S1C(=NC2=C1C=CC=C2)NC(C2=C(C=CC(=C2)C(F)(F)F)NS(=O)(=O)C2=CC=C(C=C2)C)=O N-(benzo[d]thiazol-2-yl)-2-((4-methylphenyl)sulfonamido)-5-(trifluoromethyl)benzamide